(4-hydroxypyrimidin-2-yl)ethenone OC1=NC(=NC=C1)C=C=O